(2,6-difluoro-4-methoxyphenyl)-1-methyl-2-(6-(4-methylpiperazin-1-yl)-3-(trifluoromethyl)pyridin-2-yl)-1,2-dihydro-3H-pyrazol-3-one FC1=C(C(=CC(=C1)OC)F)C=1C(N(N(C1)C)C1=NC(=CC=C1C(F)(F)F)N1CCN(CC1)C)=O